Cl.F\C(=C/CN)\CN1C=NC2=C1C=C(C=C2C2=CC=C(C=C2)S(=O)(=O)N2CCOCC2)C(F)(F)F (Z)-3-fluoro-4-(4-(4-(morpholinesulfonyl)phenyl)-6-(trifluoromethyl)-1H-benzo[d]imidazol-1-yl)but-2-en-1-amine hydrochloride